O=S1(CCN(CC1)CC1=CC=C(C=C1)C1=CC=CC=2N1N=C(N2)[N-]C2CC2)=O N-(5-(4-((1,1-dioxothiomorpholino)methyl)phenyl)-[1,2,4]triazolo[1,5-a]pyridin-2-yl)cyclopropylamide